Methyl 5-({[1-(2,4-difluorophenyl) cyclopropyl]carbonyl}amino)-2-(1-isobutyl-1H-pyrazol-4-yl)benzoate FC1=C(C=CC(=C1)F)C1(CC1)C(=O)NC=1C=CC(=C(C(=O)OC)C1)C=1C=NN(C1)CC(C)C